O=C1N(C(C2=CC=CC=C12)=O)C[C@H]1N(CCC2=CC=CC(=C12)OCC=1N=NN(C1)C)C(=O)[C@H]1[C@H](CCCC1)C(=O)O (1S,2R)-2-((S)-1-((1,3-dioxoisoindolin-2-yl)methyl)-8-((1-methyl-1H-1,2,3-triazol-4-yl)methoxy)-1,2,3,4-tetrahydroisoquinoline-2-carbonyl)cyclohexane-1-carboxylic acid